3-amino-1,6-dimethyl-2-oxo-pyridine-4-carboxylic acid NC=1C(N(C(=CC1C(=O)O)C)C)=O